ClC1=C(C(=C(C(=C1C(C1(COC1)CC)OC(C1=C(C(=C(C(=C1Cl)Cl)Cl)Cl)Cl)C1(COC1)CC)Cl)Cl)Cl)Cl pentachlorophenyl-(3-ethyl-3-oxetanylmethyl) ether